ClC=1C(=C(C=CC1)C1=C(C=CC=C1F)C#C)OC 3-chloro-2'-ethynyl-6'-fluoro-2-methoxy-1,1'-biphenyl